BrC=1C(=C(C=CC1)C(CCC1CN(C1)C(=O)OC(C)(C)C)(F)F)F tert-butyl 3-(3-(3-bromo-2-fluorophenyl)-3,3-difluoropropyl)azetidine-1-carboxylate